C(C1=CC=CC=C1)OC1=NC(=CC=C1N1C(N(C2=C1C=CC(=C2)N2CCC(CC2)C(C(=O)OCC)(C)C)C)=O)OCC2=CC=CC=C2 ethyl 2-(1-(1-(2,6-bis(benzyloxy)pyridin-3-yl)-3-methyl-2-oxo-2,3-dihydro-1H-benzo[d]imidazol-5-yl)piperidin-4-yl)-2-methylpropanoate